5'-O-(tert-Butyldimethylsilyl)uridine Propane-1,3-diyl-bis(2-methylacrylate) C(CCC=C(C(=O)O)C)C=C(C(=O)O)C.[Si](C)(C)(C(C)(C)C)OC[C@@H]1[C@H]([C@H]([C@@H](O1)N1C(=O)NC(=O)C=C1)O)O